C(#N)N1C[C@@H](CC1)NC(=O)C1=NNC(=C1)C=1C=NC=CC1 (R)-N-(1-cyanopyrrolidin-3-yl)-5-(pyridin-3-yl)-1H-pyrazole-3-carboxamide